OC([C@@H](C1=C(C=CC=C1)CCCCC)S[C@@H]1O[C@@H]([C@@H]([C@@H]([C@H]1O)N1N=NC(=C1)C1=CC(=C(C(=C1)F)F)F)O)CO)(C)C (2S,3R,4S,5R,6R)-2-(((R)-2-Hydroxy-2-methyl-1-(2-pentylphenyl)propyl)thio)-6-(hydroxymethyl)-4-(4-(3,4,5-trifluorophenyl)-1H-1,2,3-triazol-1-yl)tetrahydro-2H-pyran-3,5-diol